ClC=1C=C2C(=C(C(NC2=CC1)=O)C(C(=O)O)CC=C)C1=CC=CC=C1 (6-chloro-2-oxo-4-phenyl-1,2-dihydroquinolin-3-yl)pent-4-enoic acid